B(O)(O)O.C1(=C(C(=CC=C1)C)C)NC1=CC=C(C=C1)CC(O)(C)C(C)(C)O 4-(xylylamino)phenylpinacol borate